C(C)N1C2=NC(=NC(=C2N=C1C1=CC=NC=C1)N1CCOCC1)C(=O)OC methyl 9-ethyl-6-morpholino-8-(pyridin-4-yl)-9H-purine-2-carboxylate